C(CCCCCC)(=O)OCC(CC[C@@H]1C(NCC1)=O)=O 2-oxo-4-((S)-2-oxopyrrolidin-3-yl)butyl heptanoate